bis(3,4,6-trichloro-2-{[2-(3-methylphenyl)ethoxy]carbonyl} phenyl) oxalate C(C(=O)OC1=C(C(=C(C=C1Cl)Cl)Cl)C(=O)OCCC1=CC(=CC=C1)C)(=O)OC1=C(C(=C(C=C1Cl)Cl)Cl)C(=O)OCCC1=CC(=CC=C1)C